N-(5-(5-(5-(4-acetylpiperazin-1-yl)-1,3,4-oxadiazol-2-yl)-2-aminopyridin-3-yl)-2,3-dimethoxyphenyl)-N-methylpropane-1-sulfonamide C(C)(=O)N1CCN(CC1)C1=NN=C(O1)C=1C=C(C(=NC1)N)C=1C=C(C(=C(C1)N(S(=O)(=O)CCC)C)OC)OC